CN1[C@@H]([C@H](CC1=O)C(=O)NCCCCCCCCN1CCC(CC1)C(=O)O)C=1C=NC=CC1 1-(8-((2S,3S)-1-Methyl-5-oxo-2-(pyridin-3-yl)pyrrolidine-3-carboxamido)octyl)piperidine-4-carboxylic acid